3-(3-(3-((3-(2-carboxy-2-(pyrrolidin-3-yl)ethyl)benzyl)(2-((3-(2-carboxy-2-(pyrrolidin-3-yl)ethyl)phenyl)amino)ethyl)amino)-3-oxopropyl)phenyl)-2-(pyrrolidin-3-yl)propanoic acid C(=O)(O)C(CC=1C=C(CN(C(CCC=2C=C(C=CC2)CC(C(=O)O)C2CNCC2)=O)CCNC2=CC(=CC=C2)CC(C2CNCC2)C(=O)O)C=CC1)C1CNCC1